OCCNC1=C(C=C(C=C1)[N+](=O)[O-])NCCO 1,2-bis-(β-hydroxyethylamino)-4-nitrobenzene